F[C@@H]1CN(CC1)CC1=CC(=NC(=N1)C(F)(F)F)C(=O)O 6-{[(3S)-3-fluoropyrrolidin-1-yl]methyl}-2-(trifluoromethyl)pyrimidine-4-carboxylic acid